ClC=1C=C(C=CC1)[C@@H]1[C@H](N(C([C@H](C1)CC(=O)NCCCN1CCOCC1)=O)[C@H](C(=O)OCC)CC)C1=CC=C(C=C1)Cl (S)-Ethyl 2-((2S,3R,5R)-3-(3-chlorophenyl)-2-(4-chlorophenyl)-5-(2-((3-morpholinopropyl)amino)-2-oxoethyl)-6-oxopiperidin-1-yl)butanoate